(2S,4R)-4-((tert-butyldimethylsilyl)oxy)-N-((S)-1-(4-ethynylphenyl)ethyl)pyrrolidine-2-carboxamide [Si](C)(C)(C(C)(C)C)O[C@@H]1C[C@H](NC1)C(=O)N[C@@H](C)C1=CC=C(C=C1)C#C